ClC1=CC(=C(C=C1)C1(OC2=C(O1)C=CC=C2C2CCN(CC2)CC=2N(C(=CN2)/C=C/C(=O)O)CC2=CN=C(O2)C)C)F (E)-3-(2-((4-(2-(4-chloro-2-fluorophenyl)-2-methylbenzo[d][1,3]dioxol-4-yl)piperidin-1-yl)methyl)-1-((2-methyloxazol-5-yl)methyl)-1H-imidazol-5-yl)acrylic acid